1-(2-((2S,4R)-2-(6-bromopyrazin-2-ylcarbamoyl)-4-fluoropyrrolidin-1-yl)-2-oxoethyl)-5-(pyridazin-4-yl)-1H-indazole-3-carboxamide BrC1=CN=CC(=N1)NC(=O)[C@H]1N(C[C@@H](C1)F)C(CN1N=C(C2=CC(=CC=C12)C1=CN=NC=C1)C(=O)N)=O